ClC1=CC=C(C=C1)C1=NC2=CC=CC=C2C(=C1C1=CC=CC=C1)C(=O)O 2-(4-chloro-phenyl)-3-phenyl-quinoline-4-carboxylic acid